C(CCCCC)C1(CC(O)=CC=C1)O 3-hexyl-resorcinol